8-Methyl-N-[(5-methyl-1,2-oxazol-3-yl)methyl]-2-(pyridin-2-ylmethyl)-4,5-dihydro-2H-furo[2,3-g]indazol-7-carboxamid CC1=C(OC=2CCC3=CN(N=C3C21)CC2=NC=CC=C2)C(=O)NCC2=NOC(=C2)C